(1S,2S,3R,4S)-4-{2-[2-(azetidin-1-yl) quinolin-7-yl] ethyl}-3-[(tert-butyldiphenylsilyl) oxy]-2-fluorocyclopentyl methanesulfonate CS(=O)(=O)O[C@@H]1[C@H]([C@@H]([C@H](C1)CCC1=CC=C2C=CC(=NC2=C1)N1CCC1)O[Si](C1=CC=CC=C1)(C1=CC=CC=C1)C(C)(C)C)F